NC1=NC2=C(C=3N1N=C(N3)C3=NC=CC=C3)C(=C(N2CCN2CCN(CC2)C2=CC=NC=C2)C(=O)OC)Cl methyl 5-amino-9-chloro-2-(pyridin-2-yl)-7-(2-(4-(pyridin-4-yl) piperazin-1-yl) ethyl)-7H-pyrrolo[3,2-e][1,2,4]triazolo[1,5-c]pyrimidine-8-carboxylate